4,4'-((4-(5-cyano-1H-benzo[d][1,2,3]triazole-1-carbonyl)piperazin-1-yl)methylene)dibenzonitrile C(#N)C1=CC2=C(N(N=N2)C(=O)N2CCN(CC2)C(C2=CC=C(C#N)C=C2)C2=CC=C(C#N)C=C2)C=C1